ONC(CCCOC1=CC(=CC=C1)N(C1=NC(=NC2=CC=CC=C12)C)C)=O N-hydroxy-4-(3-(methyl-(2-methyl-4-quinazolinyl)amino)phenoxy)butanamide